(S)-2-(7-(ethoxycarbonyl(methyl)amino)dibenzo[b,d]thiophene-3-sulfonamido)-3-methyl-butanoic acid C(C)OC(=O)N(C1=CC2=C(C3=C(S2)C=C(C=C3)S(=O)(=O)N[C@H](C(=O)O)C(C)C)C=C1)C